N-[2-(dimethylamino)ethyl]-N-methyl-4-[(7-{2-oxo-1,3-diazaspiro[4.4]nonan-1-yl}-5-[2-(triisopropylsilyl)ethynyl]pyrido[2,3-d]pyrimidin-2-yl)amino]benzenesulfonamide CN(CCN(S(=O)(=O)C1=CC=C(C=C1)NC=1N=CC2=C(N1)N=C(C=C2C#C[Si](C(C)C)(C(C)C)C(C)C)N2C(NCC21CCCC1)=O)C)C